ClC=1N(C(C2=C(N1)N(C=C2I)COCC[Si](C)(C)C)=O)C 2-chloro-5-iodo-3-methyl-7-{[2-(trimethylsilyl)ethoxy]methyl}-3H,4H,7H-pyrrolo[2,3-d]pyrimidin-4-one